CCC1=C(C2=NC1=CC3=C(C4=C(N3)C(=C5[C@H]([C@@H](C(=CC6=NC(=C2)C(=C6C)C=C)N5)C)CCC(=O)OC/C=C(\\C)/CCC[C@H](C)CCC[C@H](C)CCCC(C)C)C(=C4[O-])C(=O)OC)C)C The molecule is a cyclic tetrapyrrole anion that is the carbanion obtained by removal of the acidic proton from position 21 of pheophytin a. Major species at pH 7.3 It is a conjugate base of a pheophytin a.